ClC1=NNC2=CC(=C(C=C12)Cl)OCC=1N=CSC1 4-(((3,5-dichloro-1H-indazol-6-yl)oxy)methyl)thiazole